C(CC)[SiH2]O[Si](OC)(OC)OC propyltrimethoxysilaneOxysilane